ClC1=C(COC=2C(=C3CCC(C3=CC2)N2CC(C2)(O)C)C)C(=CC=C1)Cl (5-((2,6-dichlorobenzyl)oxy)-4-methyl-2,3-dihydro-1H-inden-1-yl)-3-methylazetidin-3-ol